S(C1=C(C=C(C(=C1)C(C)(C)C)O)C)C1=C(C=C(C(=C1)C(C)(C)C)O)C 4,4'-thio-bis(3-methyl-6-tert-butylphenol)